methyl (E)-2-[2-(3-methylpyridin-2-yloxymethyl)phenyl]-3-methoxyacrylate CC=1C(=NC=CC1)OCC1=C(C=CC=C1)/C(/C(=O)OC)=C\OC